[Ag].[Cu].[Au] gold copper silver